bis-(4-phenyl-2,1,3-triazol-2-yl)-stilbene-2,2'-disulfonate C1(=CC=CC=C1)C1=NN(N=C1)C(=C(C=1C(=CC=CC1)S(=O)(=O)[O-])N1N=CC(=N1)C1=CC=CC=C1)C=1C(=CC=CC1)S(=O)(=O)[O-]